CC=1C(=NC(=CC1)C)C1=C(C=C(C=C1)C1=CNC2=NC=C(C=C21)C=2C=CC1=C(CC[C@H](CC1)N1C3COCC1C3)C2)C 6-[(7S)-2-{3-[4-(3,6-Dimethylpyridin-2-yl)-3-methylphenyl]-1H-pyrrolo[2,3-b]pyridin-5-yl}-6,7,8,9-tetrahydro-5H-benzo[7]annulen-7-yl]-3-oxa-6-azabicyclo[3.1.1]heptane